Cl.FC(CC[C@H]1CNCC1)F (R)-3-(3,3-difluoropropyl)pyrrolidine hydrochloride